N1-(8-cyclobutoxy-7-(1H-pyrazol-4-yl)-[1,2,4]triazolo[1,5-c]pyrimidin-2-yl)-2-methylbenzene-1,4-diamine C1(CCC1)OC=1C=2N(C=NC1C=1C=NNC1)N=C(N2)NC2=C(C=C(C=C2)N)C